5-chloro-1-((5-phenylpyrazin-2-yl)methyl)-1H-Indazole-7-carboxylic acid ClC=1C=C2C=NN(C2=C(C1)C(=O)O)CC1=NC=C(N=C1)C1=CC=CC=C1